CC1=CC=2C=C3N(C2C=C1)CCOC3=O 8-methyl-3,4-dihydro-1H-[1,4]oxazino[4,3-a]indol-1-one